Cl.FC(C=1C=CC(=NC1)N1C(C2(CC1)C1CNCC2CC1)=O)(F)F 1'-(5-(trifluoromethyl)pyridin-2-yl)-3-azaspiro[bicyclo[3.2.1]octane-8,3'-pyrrolidin]-2'-one hydrochloride